FC(C1=CC(=NN1CCN(C(OCCCC)=O)C)C1=NC(=NO1)C1(CC1)C1=C(C=CC=C1)C)F butyl (2-(5-(difluoromethyl)-3-(3-(1-(o-tolyl)cyclopropyl)-1,2,4-oxadiazol-5-yl)-1H-pyrazol-1-yl)ethyl)(methyl)carbamate